methyl (2R,3S,4S)-4-fluoro-3-hydroxytetrahydrofuran-2-carboxylate F[C@@H]1[C@H]([C@@H](OC1)C(=O)OC)O